FC(C(C(C(F)(F)F)(F)F)(F)F)(SC1=CNC2=CC=CC=C12)F 3-((perfluorobutyl)thio)-1H-indole